N-(2-Hydroxypropyl)-methacrylamid OC(CNC(C(=C)C)=O)C